6-chloro-N-{3-[2-(4-chloro-3-fluorophenoxy)acetamido]bicyclo[1.1.1]pentan-1-yl}-4-(oxane-4-carbonyl)-3,4-dihydro-2H-1,4-benzoxazine-2-carboxamide ClC=1C=CC2=C(N(CC(O2)C(=O)NC23CC(C2)(C3)NC(COC3=CC(=C(C=C3)Cl)F)=O)C(=O)C3CCOCC3)C1